OC=1C=C(OCCN2N=NC(=C2)CN2C(\C=C\C(CC=C(CCC=C2C)C)(C)C)=O)C=CC1C(\C=C\C1=CC(=CC=C1)OC)=O (E)-1-[[1-[2-[3-Hydroxy-4-[(E)-3-(3-methoxyphenyl)prop-2-enoyl]phenoxy]ethyl]triazol-4-yl]methyl]-5,5,8,12-tetramethyl-1-azacyclododeca-3,7,11-trien-2-one